BrC1=CC(=C(C(=O)O)C=C1C)Cl 4-bromo-2-chloro-5-methyl-benzoic acid